8-methyl-6-(trifluoromethyl)-1,5-naphthyridin-2(1H)-one CC=1C=C(N=C2C=CC(NC12)=O)C(F)(F)F